5-fluoro-N-isopropyl-N-methyl-2-(3-(4-(3-oxopiperazin-1-yl)cyclohexyl)-1H-pyrrolo[2,3-c]pyridin-1-yl)benzamide FC=1C=CC(=C(C(=O)N(C)C(C)C)C1)N1C=C(C=2C1=CN=CC2)C2CCC(CC2)N2CC(NCC2)=O